1-(3-bromo-1-(3-chloropyridin-2-yl)-1H-pyrazole-5-carboxamido)-cyclopropane-1-carboxylic acid BrC1=NN(C(=C1)C(=O)NC1(CC1)C(=O)O)C1=NC=CC=C1Cl